N-((1-benzylpyrrolidin-3-yl)methyl)-4-(3-(4-methoxyphenyl)-1,2,4-oxadiazol-5-yl)cyclohexane-1-carboxamide C(C1=CC=CC=C1)N1CC(CC1)CNC(=O)C1CCC(CC1)C1=NC(=NO1)C1=CC=C(C=C1)OC